CSC1=C(C(C)=CC(=C1N)CCC)N 3-methylthio-5-propyl-2,4-toluenediamine